OCC=1NC2=CC=C(C=C2C1)C(=O)N1CCOCC1 (2-(hydroxymethyl)-1H-indol-5-yl)(morpholino)methanone